phenyl-(neopentyl-n-butyl) phosphinate [PH2](OC(CCC)(CC(C)(C)C)C1=CC=CC=C1)=O